COC1=C(C=CC(=C1)N1CCN(CC1)C)NC1=NC=CC(=C1)NC1=CC=NC=C1 N2-(2-Methoxy-4-(4-methylpiperazin-1-yl)phenyl)-N4-(pyridin-4-yl)pyridine-2,4-diamine